FC1=CC(=C(C=O)C=C1)N 4-fluoro-o-aminobenzaldehyde